2-(2-hydrazino-2-oxoethyl)-isoquinoline N(N)C(CN1CC2=CC=CC=C2C=C1)=O